ClC=1N=CC2=C(N1)N(C(=C2)C(OCC)OCC)CC=2C(=NC=CN2)N(S(=O)(=O)C)C N-(3-((2-chloro-6-(diethoxymethyl)-7H-pyrrolo[2,3-d]pyrimidin-7-yl)methyl)pyrazine-2-yl)-N-methylmethanesulfonamide